2-(4-bromo-2-fluoro-5-methoxyphenyl)acetic acid BrC1=CC(=C(C=C1OC)CC(=O)O)F